C(=O)(OC(C)(C)C)C1(C(=O)NC(CC1)=O)N boc-2-aminoglutarimide